4-methoxy-pyrimidine-2-carbonitrile COC1=NC(=NC=C1)C#N